C1(CCCCC1)C(C)NS(=O)(=O)C=1C=CC2=C(NC(=N2)C2=C(C=CC=C2)O)C1 N-(1-cyclohexylethyl)-2-(2-hydroxy-phenyl)-1H-benzo[d]imidazole-6-sulfonamide